2-(benzyloxy)-4-fluoro-5-(2-((2-methoxy-4-(4-(4-methylpiperazin-1-yl)piperidin-1-yl)phenyl)amino)-4-(phenylamino)pyrimidin-5-yl)benzaldehyde C(C1=CC=CC=C1)OC1=C(C=O)C=C(C(=C1)F)C=1C(=NC(=NC1)NC1=C(C=C(C=C1)N1CCC(CC1)N1CCN(CC1)C)OC)NC1=CC=CC=C1